C1(=CC=CC=C1)C1=NC(=NC(=N1)C1=CC=CC=C1)C1=CC=C(C=C1)C1=C(C(=NC=C1)C1=CC=C(C=C1)N1C2=CC=C(C=C2C=2C=C(C=CC12)N1C2=CC=CC=C2C=2C=CC=CC12)N1C2=CC=CC=C2C=2C=CC=CC12)C1=CC=CC=C1 9'-(4-(4-(4-(4,6-diphenyl-1,3,5-triazin-2-yl)phenyl)-3-phenylpyridin-2-yl)phenyl)-9'H-9,3':6',9''-tercarbazole